C(#N)N1[C@@H](CCC1)C(=O)N(C=1SC=C(N1)C1COCC1)C (2S)-1-cyano-N-methyl-N-(4-(tetrahydrofuran-3-yl)thiazol-2-yl)pyrrolidine-2-carboxamide